C(#N)C1=CC=C(C=C1)\C(=C(\C=1C=C2C(=NNC2=CC1)F)/C=1C=CC(=NC1)O[C@H]1CN(CCC1)C/C=C/C(=O)N(C)C)\CC(F)(F)F (E)-4-((R)-3-((5-((Z)-2-(4-Cyanophenyl)-4,4,4-trifluoro-1-(3-fluoro-1H-indazol-5-yl)but-1-en-1-yl)pyridin-2-yl)oxy)piperidin-1-yl)-N,N-dimethylbut-2-enamide